C(=C)C1CCC(CC1)C=C 1,4-divinyl-cyclohexane